4-(3-fluoro-6-methyl-5-(methylsulfonyl)pyridin-2-yl)-1-methyl-1H-1,2,3-triazole-5-carboxylic acid FC=1C(=NC(=C(C1)S(=O)(=O)C)C)C=1N=NN(C1C(=O)O)C